C1=NC=C(C2=CC=CC=C12)N1C(N(C[C@@H]1C#N)C1=CC(=CC=C1)C(F)(F)F)=O (R)-3-(isoquinolin-4-yl)-2-oxo-1-(3-(trifluoromethyl)phenyl)imidazolidine-4-carbonitrile